methyl 4-(4-methylene-1-(2,2,2-trifluoroethyl)piperidin-3-yl)benzoate C=C1C(CN(CC1)CC(F)(F)F)C1=CC=C(C(=O)OC)C=C1